[N+](=O)([O-])C1=C(C(=C(C=C1)[O-])[N+](=O)[O-])[N+](=O)[O-] trinitrophenolate